C(#N)C=1N=CC(=NC1)NC1=CC(=C(N=N1)C(=O)NCC(F)F)NCC1CNCCO1 6-(5-cyanopyrazin-2-ylamino)-N-(2,2-difluoroethyl)-4-(morpholin-2-ylmethylamino)pyridazine-3-carboxamide